(2S,4r)-N-[1-(4-benzylmorpholin-2-yl)propyl]-1-[(2S)-2-(4-cyclopropyltriazol-1-yl)-3,3-dimethyl-butyryl]-4-hydroxy-pyrrolidine-2-carboxamide C(C1=CC=CC=C1)N1CC(OCC1)C(CC)NC(=O)[C@H]1N(C[C@@H](C1)O)C([C@H](C(C)(C)C)N1N=NC(=C1)C1CC1)=O